1,2-dimethoxy-4-(1-propenyl)benzene tert-butyl-(3R,5S)-4-(2-((3-(2,6-dioxopiperidin-3-yl)phenyl)amino)-2-oxoethyl)-3,5-dimethylpiperazine-1-carboxylate C(C)(C)(C)OC(=O)N1C[C@H](N([C@H](C1)C)CC(=O)NC1=CC(=CC=C1)C1C(NC(CC1)=O)=O)C.COC1=C(C=C(C=C1)C=CC)OC